ClC1=CC=C(C=C1)C=1N=C2N(C=CC=C2)C1CN1CC2COCC(C1)N2C(=O)OCC Ethyl 7-{[2-(4-chlorophenyl)imidazo[1,2-a]pyridin-3-yl]methyl}-3-oxa-7,9-diazabicyclo[3.3.1]nonane-9-carboxylate